1,4,7-triaminoheptane NCCCC(CCCN)N